[Pb].C=CC=CC pentadiene lead